C(=O)(O)C1=CC(=C(C=C1)N1N[NH2+]C(=N1)C1=CC=C(C=C1)C(NCCS(=O)(=O)O)=O)OC 3-(4-carboxy-2-methoxyphenyl)-5-[4-(2-sulfoethylcarbamoyl)phenyl]-2H-tetrazolium